CC1=CC=CC(=N1)C#CC1=C(N=C2N1CCC2)C2=CC=NC=C2 3-[2-(6-methyl-2-pyridinyl)ethynyl]-2-(4-pyridinyl)-6,7-dihydro-5H-pyrrolo[1,2-a]imidazole